3-(7-chloro-3-methyl-1H-indol-4-yl)-2-(2,6-diethylphenyl)-5-(3-fluoro-5-(trifluoromethyl)pyridin-2-yl)-4,5,6,7-tetrahydro-2H-pyrazolo[4,3-c]pyridine ClC=1C=CC(=C2C(=CNC12)C)C=1N(N=C2C1CN(CC2)C2=NC=C(C=C2F)C(F)(F)F)C2=C(C=CC=C2CC)CC